ClC1=C2C(=NN(C2=CC=C1)S(=O)(=O)C1=CC=C(C=C1)C(C)(F)F)N1CC(C(C1)F)(F)F 4-Chloro-1-((4-(1,1-difluoroethyl)phenyl)sulfonyl)-3-(3,3,4-trifluoropyrrolidin-1-yl)-1H-indazole